bromo-10-(heptadec-8-en-1-yl)-8,8-dimethyl-7,9,11-trioxa-8-silaheptacosane BrCCCCCCO[Si](OC(OCCCCCCCCCCCCCCCC)CCCCCCCC=CCCCCCCCC)(C)C